BrC1=CC(=C2N1C=NC(=C2)C)C(=O)OCC ethyl 7-bromo-3-methyl-pyrrolo[1,2-C]pyrimidine-5-carboxylate